C(C=C)(=O)OCC1=CC=CC=C1 Benzyl prop-2-enoate